ClC1=CC2=C(N=C(N=C2N2CCN(CC2)C(C=C)=O)OC[C@@H]2CN(C[C@H]2OC)C)C(=N1)OC1=C2C=NNC2=CC(=C1Cl)F 1-[4-(6-chloro-8-[(5-chloro-6-fluoro-1H-indazol-4-yl)oxy]-2-{[(3S,4S)-4-methoxy-1-methylpyrrolidin-3-yl]methoxy}pyrido[3,4-d]pyrimidin-4-yl)piperazin-1-yl]prop-2-en-1-one